(S)-7-cyanochroman-4-amine HCl Cl.C(#N)C1=CC=C2[C@H](CCOC2=C1)N